C(C1=CC=CC=C1)OC(NCCCCN(CCOCC1=CC=CC=C1)CCCCCN)=O benzyl(4-((5-aminopentyl)(2-(benzyloxy)ethyl)amino)butyl)carbamate